FC=1C=C(CC=2C=NN(C2)C(=O)N[C@@H]2C(N(C3=C(OC2)C=CC(=C3)OCCCC(C)(C)O)C)=O)C=C(C1)F (S)-4-(3,5-difluorobenzyl)-N-(7-((4-hydroxy-4-methylpentyl)oxy)-5-methyl-4-oxo-2,3,4,5-tetrahydrobenzo[b][1,4]oxazepin-3-yl)-1H-pyrazole-1-carboxamide